NC1CC2(CC(C2)NC=2C=C3C=CC(=NC3=CC2)NCC(F)(F)F)C1 N6-(6-aminospiro[3.3]heptan-2-yl)-N2-(2,2,2-trifluoroethyl)quinoline-2,6-diamine